BrC=1C=C2C(=NN(C(C2=CC1)=O)CC(=O)O)OC1(CCC1)C#N 2-(6-bromo-4-(3-cis-cyanocyclobutoxy)-1-oxophthalazin-2(1H)-yl)acetic acid